5-[2-(cyclohexylamino)-4-methyl-thiazol-5-yl]-N-(3-fluoro-4-methylphenyl)-2-methyl-benzenesulfonamide C1(CCCCC1)NC=1SC(=C(N1)C)C=1C=CC(=C(C1)S(=O)(=O)NC1=CC(=C(C=C1)C)F)C